COCCN(C1=CC=C2C(=C(C(N(C2=C1)C)=O)C(=O)N)N1CCC2(CCN(C2)C2=CC(=CC=C2)OC(F)(F)F)CC1)C 7-[(2-methoxyethyl)(methyl)amino]-1-methyl-2-oxo-4-{2-[3-(trifluoromethoxy)phenyl]-2,8-diazaspiro[4.5]decan-8-yl}-1,2-dihydroquinoline-3-carboxamide